4-bromo-6-methyl-7-oxo-1-tosyl-6,7-dihydro-1H-pyrrolo[2,3-c]pyridine-2-carboxylic acid ethyl ester C(C)OC(=O)C1=CC2=C(C(N(C=C2Br)C)=O)N1S(=O)(=O)C1=CC=C(C)C=C1